Cl.Cl.N1(CCNCC1)C(=O)O (S)-Piperazinecarboxylic acid dihydrochloride salt